COC1=CC=C2C=NN(C2=C1NS(=O)(=O)C=1C=NC(=CC1)N1N=C(C(=C1C)C)C)C N-(6-methoxy-1-methyl-1H-indazol-7-yl)-6-(3,4,5-trimethyl-1H-pyrazol-1-yl)pyridine-3-sulfonamide